(S)-N-(2-cyano-1-(4-(ethylsulfonyl)phenyl)ethyl)-4-(4-(4-(trifluoromethyl)benzyl)piperazin-1-yl)benzamide C(#N)C[C@@H](C1=CC=C(C=C1)S(=O)(=O)CC)NC(C1=CC=C(C=C1)N1CCN(CC1)CC1=CC=C(C=C1)C(F)(F)F)=O